CON=CC(=O)O GLYOXYLIC ACID METHYL OXIME